O=S1(CC(C1)N1N=C(C(=C1)C=1C2=C(N=CN1)OC(=C2)C=2C=C(C=CC2)C(C#N)C)C2=CC=C(C=C2)F)=O (3-{4-[1-(1,1-dioxo-1λ6-thietan-3-yl)-3-(4-fluorophenyl)-1H-pyrazol-4-yl]furo[2,3-d]pyrimidin-6-yl}phenyl)propanenitrile